FC1CCN(CC1)C1=C(C=C(C=C1)C(F)(F)F)NS(=O)(=O)C=1C=C(C(=O)O)C=CC1OC 3-(N-(2-(4-fluoropiperidin-1-yl)-5-(trifluoromethyl)phenyl)sulfamoyl)-4-methoxybenzoic acid